4-amino-N-(2-bromobenzyl)benzenesulfonamide NC1=CC=C(C=C1)S(=O)(=O)NCC1=C(C=CC=C1)Br